5-methoxymethylisopropyltryptamine COCC1=CC=C2NC=C(CCNC(C)C)C2=C1